FC1=C(C=CC=C1)C=1N=C2C(=CNC=C2)N1 2-fluorophenyl-5H-imidazo[4,5-c]pyridine